2-amino-N-[4-(3-bromophenyl)thiazol-2-yl]acetamide tert-butyl-8-((tert-butyldimethylsilyl)oxy)-2-chloro-9,9-dimethyl-8,9-dihydropyrazolo[1,5-a]pyrido[2,3-e]pyrimidine-6(7H)-carboxylate C(C)(C)(C)OC(=O)N1CC(C(C2=C1C=NC=1N2N=C(C1)Cl)(C)C)O[Si](C)(C)C(C)(C)C.NCC(=O)NC=1SC=C(N1)C1=CC(=CC=C1)Br